3-aminobenzo[c]isothiazole-5-sulfonamide NC1=C2C(=NS1)C=CC(=C2)S(=O)(=O)N